C1(=CC=CC=C1)N(C1=CC=CC2=CC=CC=C12)C(CC(C)(C)C)(C)C N-phenyl-1,1,3,3-tetramethylbutyl-α-naphthylamine